C1(CC1)C=1C=CC=C2C(=NN(C12)C)NC(C1=CC=C(C=C1)F)=O N-(7-cyclopropyl-1-methyl-1H-indazol-3-yl)-4-fluorobenzamide